3-fluoro-2-hydroxy-5-((6-(pyrrolidin-1-yl)-5-(trifluoromethyl)pyridin-3-yl)sulfonyl)benzaldehyde FC=1C(=C(C=O)C=C(C1)S(=O)(=O)C=1C=NC(=C(C1)C(F)(F)F)N1CCCC1)O